BrC=1C(=NC=NC1OCC)C1CC1 5-Bromo-4-cyclopropyl-6-ethoxypyrimidine